Cl.N[C@@H](CCC(=O)N)[C@@H](C)OCC1=CC=C(C=C1)CCCOCCCCCCOCCCC1=CC2=C(N(C(N2C)=O)C2C(N(C(CC2)=O)C)=O)C=C1 (4S,5R)-4-amino-5-[(4-[3-[(6-[3-[3-methyl-1-(1-methyl-2,6-dioxopiperidin-3-yl)-2-oxo-1,3-benzodiazol-5-yl]propoxy]hexyl)oxy]propyl]phenyl)meth-oxy]hexanamide hydrochloride